C1(C=CC(CC1)C(=C)C)(C)O mentha-2,8-dien-1-ol